(3r,4r)-N-benzyl-1-[(3S)-7-(ethylamino)-5-fluoro-3-methyl-2-oxo-dihydro-indol-3-yl]-4-phenyl-piperidine-3-carboxamide C(C1=CC=CC=C1)NC(=O)[C@H]1CN(CC[C@H]1C1=CC=CC=C1)[C@@]1(C(NC2=C(C=C(CC12)F)NCC)=O)C